C(O)(O)=O.C(O)(O)=O.C(O)(O)=O.C(O)C(CC)(CO)CO trimethylolpropane triscarbonate